(S)-6-(1-amino-1,3-dihydrospiro[indene-2,4'-piperidin]-1'-yl)-3-(6,7-dihydro-5H-benzo[7]annulen-9-yl)-1,5-dihydro-4H-pyrazolo[3,4-d]pyrimidin-4-one N[C@@H]1C2=CC=CC=C2CC12CCN(CC2)C=2NC(C1=C(N2)NN=C1C1=CCCCC2=C1C=CC=C2)=O